C(C)(C)(C)OC(NC1=C(SC(=C1C)Br)C)=O.Cl[Si](C(C(C(F)(F)F)F)(F)F)(C)C chlorodimethyl-(1,1,2,3,3,3-hexafluoropropyl)silane tert-butyl-N-(5-bromo-2,4-dimethylthiophen-3-yl)carbamate